tert-butyl 3-[[4-chloro-7-(4-fluoro-2-methoxy-phenyl) thieno[3,2-c]pyridine-6-carbonyl] amino]-4-oxo-piperidine-1-carboxylate ClC1=NC(=C(C2=C1C=CS2)C2=C(C=C(C=C2)F)OC)C(=O)NC2CN(CCC2=O)C(=O)OC(C)(C)C